C1(C=CC=C1)[Ti](C1=C(C(=CC=C1F)N(CCC(CCCC)CC)C(C(CCC)(C)C)=O)F)(C1=C(C(=CC=C1F)N(CCC(CCCC)CC)C(C(CCC)(C)C)=O)F)C1C=CC=C1 bis(cyclopentadienyl)bis[2,6-difluoro-3-(N-(3-ethylheptyl)-2,2-dimethylpentanoylamino)phenyl]titanium